C(=CC1=CC=CC=C1)NC(C1=CC=CC=C1)=O N-(styryl)benzamide